S(=O)(=O)([O-])[O-].F[B-](F)(F)F.F[B-](F)(F)F.[Li+] lithium bis(fluoroborate) sulfate